C(C)C1(C(=C(N(C(=C1C(=O)O)C)CC)C)C(=O)O)C1=CC=C(C=C1)OC diethyl-1,4-dihydro-4-(4-methoxyphenyl)-2,6-dimethyl-3,5-pyridinedicarboxylic acid